C(C)(=O)C1=NN(C2=CC=C(C=C12)C=1C(=NC(=NC1)C)C)CC(=O)N1[C@@H](C[C@H](C1)F)C(=O)NC1=NC(=CC=C1)Br (2S,4R)-1-(2-(3-acetyl-5-(2,4-dimethylpyrimidin-5-yl)-1H-indazol-1-yl)acetyl)-N-(6-bromopyridin-2-yl)-4-fluoropyrrolidine-2-carboxamide